C(C)OC(C1=C(N=C(C(=C1)C)C#N)NC1=C(C=C(C=C1)I)F)=O Ethyl-6-cyano-2-((2-fluoro-4-iodophenyl)amino)-5-methylnicotinat